FC(OC=1C=C(C=CC1)C1=CC(=CS1)C(=O)NC1=NC(=NS1)CC(C)N1CCN(CC1)C)F 5-(3-(Difluoromethoxy)phenyl)-N-(3-(2-(4-methylpiperazin-1-yl)propyl)-1,2,4-thiadiazole-5-yl)thiophene-3-carboxamide